CC1=NN(C=2NC([C@H]([C@@H](C21)C2=CC(=CC=C2)[N+](=O)[O-])NC(C2=CC(=CC=C2)C(F)(F)F)=O)=O)C2=CC=CC=C2 |r| rac-N-((4R,5S)-3-methyl-4-(3-nitrophenyl)-6-oxo-1-phenyl-4,5,6,7-tetrahydro-1H-pyrazolo[3,4-b]pyridin-5-yl)-3-(trifluoromethyl)benzamide